N1=NNNNNCCCCCCCCCCCC1 hexaazacyclooctadecene